BrC1=C(C=2C(=C3C=NN(C3=CC2)C2OCCCC2)S1)OC1=CC=C(C=C1)OCCBr 2-bromo-3-(4-(2-bromoethoxy)phenoxy)-6-(tetrahydro-2H-pyran-2-yl)-6H-thieno[2,3-e]indazole